D-3-vanillyl-mandelic acid C(C1=CC(OC)=C(O)C=C1)C=1C=C([C@H](C(=O)O)O)C=CC1